4-(1H-imidazol-4-yl)morpholine N1C=NC(=C1)N1CCOCC1